(1,1-dioxotetrahydro-2H-thiopyran-4-yl)methanone O=S1(CCC(CC1)C=O)=O